C12(CCC(CC1)CC2)NC(C)=O N-(bicyclo[2.2.2]octane-1-yl)acetamide